8-{2-[2-(4-Ethoxyphenyl)-1,1-dimethyl-ethylamino]-1-hydroxy-ethyl}-6-hydroxy-4H-benzo[1,4]oxazin-3-one C(C)OC1=CC=C(C=C1)CC(C)(C)NCC(O)C1=CC(=CC=2NC(COC21)=O)O